N-(2-amino-2-methylpropyl)-N2-[7-bromo-2-(4-methoxyphenyl)[1,2,4]triazolo[1,5-c]quinazolin-5-yl]-D-alaninamide NC(CNC([C@H](NC1=NC=2C(=CC=CC2C=2N1N=C(N2)C2=CC=C(C=C2)OC)Br)C)=O)(C)C